C1(CC1)COC1=C(C#N)C=C(C=C1F)F (cyclopropylmethoxy)-3,5-difluorobenzonitrile